4-chloro-3-(3,3-difluoro-2-methyl-azetidin-1-yl)-1-(p-tolylsulfonyl)indazole ClC1=C2C(=NN(C2=CC=C1)S(=O)(=O)C1=CC=C(C=C1)C)N1C(C(C1)(F)F)C